ClC=1C=NN(C1CC1N(C(C2=CC=CC=C12)=O)CC(=O)NN)C (1-((4-chloro-1-methyl-1H-pyrazol-5-yl)methyl)-3-oxoisoindolin-2-yl)acetohydrazide